(3R,6S)-6-methyl-1-(2-(pyridin-3-yl)acetyl)piperidine-3-carboxylic acid sodium salt [Na+].C[C@H]1CC[C@H](CN1C(CC=1C=NC=CC1)=O)C(=O)[O-]